ClC1=CC=C(C=C1)C1=C(N(N(C1=O)C1=CC=C(C=N1)S(=O)(=O)N)C)C 6-(4-(4-chlorophenyl)-2,3-dimethyl-5-oxo-2,5-dihydro-1H-pyrazol-1-yl)pyridine-3-sulfonamide